C(C)(C)(C)N1N=C(C=C1NC1=CC(=NC=C1)C(CCC[C@H](C)NC(OC(C)(C)C)=O)(F)F)[C@@H]1C[C@@H](CC1)O[Si](C)(C)C(C)(C)C tert-butyl ((S)-6-(4-((1-(tert-butyl)-3-((1S,3R)-3-((tert-butyldimethylsilyl)oxy)cyclopentyl)-1H-pyrazol-5-yl)amino)pyridin-2-yl)-6,6-difluorohexan-2-yl)carbamate